(S)-1-(1-(2,6-dioxopiperidin-3-yl)-3-methyl-2-oxo-2,3-dihydro-1H-benzo[d]imidazol-4-yl)piperidine-4-carbaldehyde O=C1NC(CC[C@@H]1N1C(N(C2=C1C=CC=C2N2CCC(CC2)C=O)C)=O)=O